C[SiH](C)C.[O] oxygen trimethylsilane